7-bromo-4-chloro-8-methoxy-2-phenylquinoline BrC1=CC=C2C(=CC(=NC2=C1OC)C1=CC=CC=C1)Cl